C(CCC)OC(CCN1N=C(C=C1C(F)F)C1=NC(=NO1)C1(CC1)C1=C(C=CC=C1)C)=O.C1(=CC=CC=C1)OP(OC1=CC=CC=C1)(=O)OP(=O)(O)O.OC1=CC=C(C=C1)C(C)(C)C1=CC=C(C=C1)O Bisphenol a diphenyl-diphosphate butyl-3-(5-(difluoromethyl)-3-(3-(1-(o-tolyl)cyclopropyl)-1,2,4-oxadiazol-5-yl)-1H-pyrazol-1-yl)propanoate